n-butoxide zirconium [Zr+4].[O-]CCCC.[O-]CCCC.[O-]CCCC.[O-]CCCC